C(C)OC1=CC=C(C=N1)C1COC2=C(O1)C(=CC(=C2)CN2C=NC=1C2=NC=C(C1)OC)OC 3-((2-(6-ethoxypyridin-3-yl)-8-methoxy-2,3-dihydrobenzo[b][1,4]dioxin-6-yl)methyl)-6-methoxy-3H-imidazo[4,5-b]pyridine